1-(4,6-dimethoxypyrimidin-2-yl)-3-(3-dimethylcarbamoyl-2-pyridylsulfonyl)urea COC1=NC(=NC(=C1)OC)NC(=O)NS(=O)(=O)C1=NC=CC=C1C(N(C)C)=O